2-(3-methoxy-4-(1H-pyrazol-4-yl)phenyl)-8-(4-(piperazin-1-yl)benzoyl)-2,8-diazaspiro[4.5]Decan-1-one 2HCl Cl.Cl.COC=1C=C(C=CC1C=1C=NNC1)N1C(C2(CC1)CCN(CC2)C(C2=CC=C(C=C2)N2CCNCC2)=O)=O